FC1=C(C=O)C(=CC(=C1)F)F ls-2,4,6-trifluorobenzaldehyde